C1(CC1)N1CC(N(CC1)C=O)CC(C)C 4(R)-Cyclopropyl(2-isobutylpiperazin-1-yl)methanone